tris(2-furyl)phosphine oxide O1C(=CC=C1)P(C=1OC=CC1)(C=1OC=CC1)=O